2-[[6-chloro-3-(4,4-difluorocyclohexan-1-yl)-4-quinolyl]amino]benzoic acid ClC=1C=C2C(=C(C=NC2=CC1)C1CCC(CC1)(F)F)NC1=C(C(=O)O)C=CC=C1